(E)-N-(4-(N-(2,5-dichlorobenzyl)sulfamoyl)phenyl)-3-(pyridin-4-yl)acrylamide ClC1=C(CNS(=O)(=O)C2=CC=C(C=C2)NC(\C=C\C2=CC=NC=C2)=O)C=C(C=C1)Cl